C1(CC1)N1N=C2N(C(N([C@H](C2=C1)C)C1CCN(CC1)C1=C(C=CC=C1C)F)=O)CC1=C(C=CC=C1)C(F)(F)F |o1:9| (S)- or (R)-2-Cyclopropyl-5-[1-(2-fluoro-6-methyl-phenyl)-piperidin-4-yl]-4-methyl-7-(2-trifluoromethylbenzyl)-2,4,5,7-tetrahydro-pyrazolo[3,4-d]pyrimidin-6-one